(1S,2S)-N-[2-(3,5-dimethoxypyridazin-4-yl)-1-methylpyrrolo[2,3-c]pyridin-5-yl]-2-fluorocyclopropane-1-carboxamide COC=1N=NC=C(C1C1=CC=2C(=CN=C(C2)NC(=O)[C@H]2[C@H](C2)F)N1C)OC